3-[2-[[(3S,5R)-5-hydroxy-3-piperidyl]amino]-5-(trifluoromethyl)pyrimidin-4-yl]-1H-indole-6-carbonitrile O[C@@H]1C[C@@H](CNC1)NC1=NC=C(C(=N1)C1=CNC2=CC(=CC=C12)C#N)C(F)(F)F